CC1OCC1NNC(=O)OCCCC butyl 2-(2-methyloxetan-3-yl)hydrazine-1-carboxylate